N-(6-(5-chloro-6-fluoro-7-(1-(4-methyl-1H-pyrazol-1-yl)ethyl)-1H-indazol-4-yl)imidazo[1,2-a]pyrazin-2-yl)-2-fluorocyclopropane-1-carboxamide ClC=1C(=C2C=NNC2=C(C1F)C(C)N1N=CC(=C1)C)C=1N=CC=2N(C1)C=C(N2)NC(=O)C2C(C2)F